4-((2S,5R)-4-(bis(4-chlorophenyl)methyl)-5-ethyl-2-methylpiperazin-1-yl)-1-(((R)-tetrahydrofuran-2-yl)methyl)-1H-[1,2,3]triazolo[4,5-e][1,2,4]triazolo[4,3-a]pyrimidine ClC1=CC=C(C=C1)C(N1C[C@@H](N(C[C@H]1CC)C1=NC=2N(C3=C1N=NN3C[C@@H]3OCCC3)C=NN2)C)C2=CC=C(C=C2)Cl